C(C)(C)(C)OC(NCC=1NC(C=2SC(=C3OCCCC1C23)C2=CC=NC=C2)=O)=O ((3-oxo-1-(pyridin-4-yl)-4,6,7,8-tetrahydro-3H-9-oxa-2-thia-4-azabenzo[cd]azulene-5-yl)methyl)carbamic acid tert-butyl ester